CC1(C(C1(C)C)C(=O)NC1=NC=C(N=C1)N1CCCC1)C 2,2,3,3-tetramethyl-N-(5-pyrrolidin-1-ylpyrazin-2-yl)cyclopropanecarboxamide